5-(2-(3,4-dimethoxy-5-methylphenylamino)-5-methylpyrimidin-4-ylamino)benzo[d]oxazol-2(3H)-one COC=1C=C(C=C(C1OC)C)NC1=NC=C(C(=N1)NC=1C=CC2=C(NC(O2)=O)C1)C